CS(=O)(=O)N1CCN(CC1)C12CC(C1)(C2)C(=O)N 3-(4-(methylsulfonyl)piperazin-1-yl)bicyclo[1.1.1]pentane-1-carboxamide